1-N'-(4-fluorophenyl)-1-N-[4-[7-[(E)-methoxyiminomethyl]quinolin-4-yl]oxyphenyl]cyclopropane-1,1-dicarboxamide FC1=CC=C(C=C1)NC(=O)C1(CC1)C(=O)NC1=CC=C(C=C1)OC1=CC=NC2=CC(=CC=C12)/C=N/OC